(R)-heptadecane CCCCCCCCCCCCCCCCC